(2S)-2-amino-3-[(7R)-6-oxo-5-azaspiro[3.4]octan-7-yl]propanamide N[C@H](C(=O)N)C[C@H]1C(NC2(CCC2)C1)=O